NC1=NC=CC(=C1)C 2-amino-4-methylpyridin